N-(4-(7-methoxy-1,9-dimethyl-9H-pyrido[3,4-b]indol-6-yl)phenyl)thiophene-3-formamide COC1=C(C=C2C3=C(N(C2=C1)C)C(=NC=C3)C)C3=CC=C(C=C3)NC(=O)C3=CSC=C3